C1(=CC=CC=C1)P(=O)(C1=CC=CC=C1)C1=CC2=C(OC3=C2C=C(C=C3)P(=O)(C3=CC=CC=C3)C3=CC=CC=C3)C=C1 2,8-Bis(diphenylphosphoryl)dibenzofuran